(±)-4-(4-(4-((2,6-Dioxopiperidin-3-yl)aminocarbonyl)-3-fluorophenyl)piperazin-1-yl)piperidine-1-carboxylic acid tert-butyl ester C(C)(C)(C)OC(=O)N1CCC(CC1)N1CCN(CC1)C1=CC(=C(C=C1)C(=O)N[C@H]1C(NC(CC1)=O)=O)F |r|